tert-butyl(4-((4-(3-(2-(ethylcarbamoyl)-6-methyl-7-oxo-6,7-dihydro-1H-pyrrolo[2,3-c]pyridin-4-yl)-5-methylphenoxy)-3,5-dimethylphenyl)amino)-4-oxobutyl)carbamate C(C)(C)(C)OC(NCCCC(=O)NC1=CC(=C(C(=C1)C)OC1=CC(=CC(=C1)C)C=1C2=C(C(N(C1)C)=O)NC(=C2)C(NCC)=O)C)=O